C(C)(C)(C)C1CCN(CC1)C(C(=O)NCC1=CC=C2C=C(C(=NC2=C1)C)C1C(NC(CC1)=O)=O)=O 2-(4-(tert-butyl)piperidin-1-yl)-N-((3-(2,6-dioxopiperidin-3-yl)-2-methylquinolin-7-yl)methyl)-2-oxoacetamide